menth-2-en-1-ol C1(C=CC(CC1)C(C)C)(C)O